3-benzoylamino-2-(2-chlorophenyl)propionic acid C(C1=CC=CC=C1)(=O)NCC(C(=O)O)C1=C(C=CC=C1)Cl